[2H]C1=NC(=C2C(=N1)N(C=N2)[C@H]3[C@@H]([C@@H]([C@H](O3)CO)O)O)N adenosine-2-D1